C(CCCCCCC)(=O)OCCOC1=CC=CC=C1 Phenoxyethyl octanoate